pyridine-triacetate N1=C(C(=C(C=C1)CC(=O)[O-])CC(=O)[O-])CC(=O)[O-]